C(C)(C)N1C=C(C=CC1=O)C1=CC=C2CCC[C@@H](C2=C1)[C@H](C(=O)NC1=CC=C(C=C1)C=1N(C=NC1)C)NC(OC(C)(C)C)=O tert-butyl N-[(1R)-1-[(1S)-7-(1-isopropyl-6-oxo-3-pyridyl)tetralin-1-yl]-2-[4-(3-methylimidazol-4-yl)anilino]-2-oxo-ethyl]carbamate